C(CCCCCC(C)C)(=O)OCO.C(CCCCCC(C)C)(=O)OCO.C(CCCCCC(C)C)(=O)OCO trimethylol triisononanoate